ClC1=C2C(=CN=C1)NC(=C2)C(=O)Cl 4-chloro-1H-pyrrolo[2,3-c]pyridine-2-carbonyl chloride